N(=C=O)S(=O)(=O)C1=CC=C(C=C1)C 1-(isocyanatosulfonyl)-4-methylbenzene